BrC1=CC=CC(=N1)[C@](CO)(C)O (2S)-2-(6-bromo-2-pyridyl)propane-1,2-diol